[NH3+][C@@H](CSSC[C@H]([NH3+])C(=O)O)C(=O)O 3,3'-dithiobisalaninium